cis-8-dimethylamino-8-phenyl-3-(2-pyridin-3-yl-pyrimidin-5-yl)-1,3-diazaspiro[4.5]decan-2-one CN(C1(CCC2(CN(C(N2)=O)C=2C=NC(=NC2)C=2C=NC=CC2)CC1)C1=CC=CC=C1)C